ethylenebis(oxyethylene) bis-[3-(5-tert-butyl-4-hydroxy-m-tolyl) propionate] C(C)(C)(C)C=1C(=C(C=C(C1)C)CCC(=O)OCCOCCOCCOC(CCC=1C=C(C=C(C1O)C(C)(C)C)C)=O)O